2-(4,4-difluoropiperidin-1-yl)ethane-1-ol FC1(CCN(CC1)CCO)F